C(=O)(OC(C)(C)C)N1[C@@H](CCCC1)C (R)-1-N-Boc-2-methylpiperidine